ethyl-[2-(cyclopropylamino) ethyl]-1H-pyrrolo[3,2-b]pyridine-2-carboxylate C(C)C1=C(N(C=2C1=NC=CC2)CCNC2CC2)C(=O)[O-]